FC1=C(C(=CC(=C1)B1OC(C(O1)(C)C)(C)C)F)CC=1N(C2=C(N1)C=CC(=C2)C(=O)OC)CCOC Methyl 2-[[2,6-difluoro-4-(4,4,5,5-tetramethyl-1,3,2-dioxaborolan-2-yl)phenyl]methyl]-3-(2-methoxyethyl)benzimidazole-5-carboxylate